CC(=C)C 2-methyl-1-propene